N-(3-(3-methoxynaphthalen-1-yl)oxetan-3-yl)-2-methylpropane-2-sulfinamide COC=1C=C(C2=CC=CC=C2C1)C1(COC1)NS(=O)C(C)(C)C